ClC=1C=C2C=C(NC2=CC1)C(=O)NC(CC1=C(C=CC=C1)Cl)CC(=O)N1CCC(CC1)O 5-chloro-N-(1-(2-chlorophenyl)-4-(4-hydroxypiperidin-1-yl)-4-oxobutan-2-yl)-1H-indole-2-carboxamide